2-dehydro-3-deoxy-6-phospho-D-gluconate P(=O)(O)(O)OC[C@H]([C@H](CC(C(=O)[O-])=O)O)O